FC=1C(=CC=2C3=C(NC(C2C1)=O)COC[C@@H]3N(C(=O)C3=CC(=NO3)C3=CC=C(C=C3)F)C)F (R)-N-(8,9-difluoro-6-oxo-1,4,5,6-tetrahydro-2H-pyrano[3,4-c]isoquinolin-1-yl)-3-(4-fluorophenyl)-N-methylisoxazole-5-carboxamide